N=1C=CN2C1C=CC(=C2)C=2C(=NN1C2OCC1)C1=CC(=CC=C1)OC 7-(Imidazo[1,2-a]pyridin-6-yl)-6-(3-methoxyphenyl)-2,3-dihydropyrazolo[5,1-b]oxazole